1-(t-butyl) 2,4-diethyl (2S)-4-((3,5-dibromo-1H-pyrazol-1-yl)methyl)pyrrolidine-1,2,4-tricarboxylate BrC1=NN(C(=C1)Br)CC1(C[C@H](N(C1)C(=O)OC(C)(C)C)C(=O)OCC)C(=O)OCC